CC=1N=C2N(C=C(C=C2C)B2OC(C(O2)(C)C)(C)C)C1 2,8-dimethyl-6-(4,4,5,5-tetramethyl-1,3,2-dioxaborolan-2-yl)imidazo[1,2-a]pyridine